4-cyclopropyl-2-(4-fluoro-2-(1-hydroxycyclopropyl)phenoxy)-N-(2-oxo-1,2-dihydropyridin-4-yl)-5-(trifluoromethyl)benzamide C1(CC1)C1=CC(=C(C(=O)NC2=CC(NC=C2)=O)C=C1C(F)(F)F)OC1=C(C=C(C=C1)F)C1(CC1)O